C(C)OC(=O)C1=CN=CO1 oxazol-5-carboxylic acid ethyl ester